[Cl-].[NH4+].CN(C)CC1=CC=CC=C1 N,N-dimethylbenzylamine ammonium chloride